C(C)(C)OC(=O)[C@@H]1C[C@@H](CCC1)O cis-3-hydroxycyclohexane-1-carboxylic acid isopropyl ester